BrCC1CCC(CC1)F 1-(bromomethyl)-4-fluorocyclohexane